8-((1-(azetidin-1-ylsulfonyl)cyclopropyl)methoxy)-N-(4-cyanobenzyl)-1-methyl-2-oxo-1,2-dihydro-1,7-naphthyridine-3-carboxamide N1(CCC1)S(=O)(=O)C1(CC1)COC=1N=CC=C2C=C(C(N(C12)C)=O)C(=O)NCC1=CC=C(C=C1)C#N